2-[3-(2-(3-t-Butylureido)-ethyl)-1H-indol-2-yl]-acetic acid isopropyl ester C(C)(C)OC(CC=1NC2=CC=CC=C2C1CCNC(=O)NC(C)(C)C)=O